C(C)(C)(C)OC([C@H](C(C)C)N1N=NC(=C1)C1CC2(C1)CC(C2)C2=CC=C1C=C(N=NC1=C2)C2=C(C=CC=C2)OCOC)=O (2S)-2-[4-(6-{3-[2-(methoxymethoxy)phenyl]cinnolin-7-yl}spiro[3.3]heptan-2-yl)-1,2,3-triazol-1-yl]-3-methylbutanoic acid tert-butyl ester